7-(3,4-dimethoxyphenyl)-N-(4-((2-(dimethylamino)ethyl)carbamoyl)phenyl)pyrazolo[1,5-a]pyrimidine-2-carboxamide COC=1C=C(C=CC1OC)C1=CC=NC=2N1N=C(C2)C(=O)NC2=CC=C(C=C2)C(NCCN(C)C)=O